FC1(CNC1)COC(=O)N1CCC(CC1)NC1=CC(=NC=2N1N=CC2C(C)C)N[C@H]2CNC(C2)=O (R)-4-((3-isopropyl-5-((5-oxopyrrolidin-3-yl)amino)pyrazolo[1,5-a]pyrimidin-7-yl)amino)piperidine-1-carboxylic acid (3-fluoroazetidin-3-yl)methyl ester